ClC=1C=C(C=CC1C(F)(F)F)N1CC2=CC=C(C=C2CC1)C(F)(F)F N-(3-Chloro-4-(trifluoromethyl)phenyl)-6-(trifluoromethyl)-3,4-dihydroisoquinoline